C(C)(C)(C)OC(=O)N(C1CC1)CC=1C=NN(C1)C(=O)OC(C)(C)C tert-butyl 4-(((tert-butoxycarbonyl) (cyclopropyl) amino) methyl)-1H-pyrazole-1-carboxylate